4-(((3-(diethylamino)propoxy)carbonyl)oxy)-2-(hydroxymethyl)butyl (9Z,12Z)-octadeca-9,12-dienoate C(CCCCCCC\C=C/C\C=C/CCCCC)(=O)OCC(CCOC(=O)OCCCN(CC)CC)CO